CC1=C(C=CC=C1C)C=1C=C2C(N(C(C2=CC1)=O)C)=O 5-(2,3-dimethylphenyl)-2-methylisoindole-1,3-dione